tert-butyl {[(2S)-2-{[(4-bromophenyl)carbamoyl]amino}-4-methylpentanoyl](methyl)amino}acetate BrC1=CC=C(C=C1)NC(=O)N[C@H](C(=O)N(C)CC(=O)OC(C)(C)C)CC(C)C